ClC=1C=C(C=CC1)[C@@H]1[C@H](C1)C(=O)NC1=NC=NC(=C1)NCC=1N=C2N(C=C(C=C2N2C(OC(C2)(C)C)=O)C2CC2)C1 (1S,2S)-2-(3-chlorophenyl)-N-(6-(((6-cyclopropyl-8-(5,5-dimethyl-2-oxooxazolidin-3-yl)imidazo[1,2-a]pyridin-2-yl)methyl)amino)pyrimidin-4-yl)cyclopropane-1-carboxamide